C12CCC(C=C1)CC2 bicyclo[2.2.2]Oct-5-ene